C(C)(=O)N1C[C@@H]2[C@H](C1)CC(C2)C(=O)NC2=NC=C(C(=C2)C=2C=C(N1CC(CC21)(C)C)C(N)=O)Cl (3aR,5r,6aS)-2-acetyl-N-(4-(5-carbamoyl-2,2-dimethyl-2,3-dihydro-1H-pyrrolizin-7-yl)-5-chloropyridin-2-yl)octahydrocyclopenta[c]pyrrole-5-carboxamide